(2S,4S)-1-((3S,4R)-1-(tert-butyl)-4-(4-chlorophenyl)pyrrolidine-3-carbonyl)-4-(N-(4,4-dimethylcyclohexyl)trimethylacetamido)pyrrolidine-2-carboxylic acid C(C)(C)(C)N1C[C@H]([C@@H](C1)C1=CC=C(C=C1)Cl)C(=O)N1[C@@H](C[C@@H](C1)N(C(C(C)(C)C)=O)C1CCC(CC1)(C)C)C(=O)O